4-methylpicolinaldehyde CC1=CC(=NC=C1)C=O